IC1=CC2=C(OCO2)C=C1 5-iodo-1,3-benzodioxole